di(methoxybenzoyl) peroxide COC1=C(C(=O)OOC(C2=C(C=CC=C2)OC)=O)C=CC=C1